6-(6-(((1S,3S)-3-((7-(trifluoromethyl)-[1,2,4]triazolo[1,5-a]pyridin-2-yl)amino)cyclopentyl)amino)pyridin-3-yl)-6,7-dihydro-5H-pyrrolo[3,4-b]pyridin-5-one FC(C1=CC=2N(C=C1)N=C(N2)N[C@@H]2C[C@H](CC2)NC2=CC=C(C=N2)N2CC1=NC=CC=C1C2=O)(F)F